bis(di-n-butylamino)propylvinylsilane C(CCC)N(CCCC)C(CCC=C[SiH3])N(CCCC)CCCC